BrC1=CC=C2CN(C(C2=C1)=O)C1C(NC(CC1)=O)=O 3-(6-bromo-1-oxoisoindol-2-yl)piperidine-2,6-dione